methyl ((1R,4r)-4-((5-(5-((1R,5S,8S)-8-acetamido-3-azabicyclo[3.2.1]octan-3-yl)-1,3,4-thiadiazol-2-yl)-2-(3-cyanopyrrolo[1,2-b]pyridazin-7-yl)pyridin-4-yl)amino)cyclohexyl)carbamate C(C)(=O)NC1[C@H]2CN(C[C@@H]1CC2)C2=NN=C(S2)C=2C(=CC(=NC2)C2=CC=C1N2N=CC(=C1)C#N)NC1CCC(CC1)NC(OC)=O